ClC=1C=NC(=C(C(=O)NC2CCC(CC2)CN2C(N(C3=C2C=NC=C3)C3=C(C=CC(=C3)OC)Cl)=O)C1)C(F)F 5-chloro-N-((1r,4r)-4-((1-(2-chloro-5-methoxyphenyl)-2-oxo-1H-imidazo[4,5-c]pyridin-3(2H)-yl)methyl)cyclohexyl)-2-(difluoromethyl)nicotinamide